C=1N=CN2C1C1=CC=CC=C1[C@@H]2[C@H]2[C@H](C=1C=NN(C1CC2)C)O |&1:12| (4R,SR)-5-((S)-5H-imidazo[5,1-a]isoindol-5-yl)-1-methyl-4,5,6,7-tetrahydro-1H-indazol-4-ol